2-[2-fluoro-4-(2-methyl-4-tert-butoxyformyl-piperazin-1-yl)-formylphenyl]-5-chloro-pyrrolo[1,2-b]pyridazine-7-carboxylic acid methyl ester COC(=O)C1=CC(=C2N1N=C(C=C2)C2=C(C(=C(C=C2)N2C(CN(CC2)C(=O)OC(C)(C)C)C)C=O)F)Cl